4-HYDROXYPHENYLETHYL ALCOHOL OC1=CC=C(C=C1)CCO